C(=O)(O)N(C(=O)O)C(CC)(S(=O)(=O)[O-])O.[Na+] sodium N,N-dicarboxy-amino-hydroxypropanesulfonate